COC1=CC=CC=2C3(C4=CC=CC=C4C12)C1=CC=CC=C1C=1C=CC=CC13 4-methoxy-9,9'-spirobifluorene